methoxydecanol COC(CCCCCCCCC)O